F/C=C(\CN)/CN1CCC2=CC(=CC=C12)C=1SC=CN1 (E)-3-fluoro-2-((5-(thiazol-2-yl)indolin-1-yl)methyl)prop-2-en-1-amine